ClC1=C(C=CC(=C1)C(F)(F)F)S(=O)(=O)N1C[C@H](C(C1)=C)O (S)-1-((2-chloro-4-(trifluoromethyl)phenyl)sulfonyl)-4-methylenepyrrolidin-3-ol